ClC1=CC=C(OC=2C=NC=C(C=O)C2)C=C1 5-(4-chlorophenoxy)nicotinaldehyde